((6-bromo-2-methyl-3,4-dihydroquinolin-1(2H)-yl)sulfonyl)-2-((tetrahydro-2H-pyran-4-yl)methoxy)benzyl alcohol BrC=1C=C2CCC(N(C2=CC1)S(=O)(=O)C(C1=C(C=CC=C1)OCC1CCOCC1)O)C